C(C)(=O)C1=CC=C(C=C1)N1C(N2N(CC=C3C2C=2C=CC(=CC2OC3(C)C)N3CCC3)C1=O)=O 2-(4-acetylphenyl)-10-(azetidin-1-yl)-7,7-dimethyl-5,12b-dihydro-1H,7H-chromeno[4,3-c][1,2,4]triazolo[1,2-a]pyridazin-1,3(2H)-dione